O1CCN(CC1)CCOC1=CC=C(C=C1)B(O)O 4-(2-morpholinoethoxy)phenyl-boronic acid